(S)-5-((5-(difluoromethoxy)-1H-pyrazol-3-yl)amino)-3-((1-(pyridazin-3-yl)ethyl)amino)pyrazine-2-carbonitrile FC(OC1=CC(=NN1)NC=1N=C(C(=NC1)C#N)N[C@@H](C)C=1N=NC=CC1)F